1-(4-trifluoromethylphenyl)-3-phenylprop-2-yn-1-one FC(C1=CC=C(C=C1)C(C#CC1=CC=CC=C1)=O)(F)F